5-(3,3,3-trifluoropropyl)-5H-imidazo[5,1-a]isoindole FC(CCC1N2C(C3=CC=CC=C13)=CN=C2)(F)F